4-(methoxycarbonyl)-1-methyl-1H-imidazole-2-carboxylic acid COC(=O)C=1N=C(N(C1)C)C(=O)O